(1R,3r,5S)-tert-butyl 3-hydroxy-8-azabicyclo[3.2.1]octane-8-carboxylate OC1C[C@H]2CC[C@@H](C1)N2C(=O)OC(C)(C)C